NC1=C(C2=C(N=C(N=C2C#CC=2C=NN(C2)C)C)N1C1=C(C(=CC=C1C)OC)C)C(=O)N 6-amino-7-(3-methoxy-2,6-dimethylphenyl)-2-methyl-4-((1-methyl-1H-pyrazol-4-yl)ethynyl)-7H-pyrrolo[2,3-d]pyrimidine-5-carboxamide